aluminum tri-hydroxide [OH-].[OH-].[OH-].[Al+3]